6-(8-((2,3-dihydrobenzo[b][1,4]dioxin-6-yl)sulfonyl)-8-azaspiro[4.5]dec-2-yl)-2-oxa-6-azaspiro[3.3]heptane O1C2=C(OCC1)C=C(C=C2)S(=O)(=O)N2CCC1(CCC(C1)N1CC3(COC3)C1)CC2